3-{[(cis-3-{[5-(3-hydroxyisoxazol-5-yl)pyridin-2-yl]oxy}cyclobutyl)oxy]methyl}benzonitrile OC1=NOC(=C1)C=1C=CC(=NC1)O[C@H]1C[C@H](C1)OCC=1C=C(C#N)C=CC1